(2S,3S,4R,5R,6S)-5-(hydroxymethyl)-6-({6,6,9-trimethyl-3-pentyl-6H,6aH,7H,8H,10aH-benzo[c]isochromen-1-yl}oxy)oxane-2,3,4-triol OC[C@@H]1[C@H]([C@@H]([C@H](O[C@@H]1OC1=CC(=CC=2OC(C3CCC(=CC3C21)C)(C)C)CCCCC)O)O)O